S(=O)(=O)=NC1(CCCCC1)N N-monosulfonyl-cyclohexanediamine